4-(cyclobutylsulfonimidoyl)aniline C1(CCC1)S(=O)(=N)C1=CC=C(N)C=C1